2-((1R,3s,5S)-8-(1-(2,6-bis(benzyloxy)pyridin-3-yl)-3-methyl-2-oxo-2,3-dihydro-1H-benzo[d]imidazol-5-yl)-8-azabicyclo[3.2.1]octan-3-yl)acetic acid C(C1=CC=CC=C1)OC1=NC(=CC=C1N1C(N(C2=C1C=CC(=C2)N2[C@H]1CC(C[C@@H]2CC1)CC(=O)O)C)=O)OCC1=CC=CC=C1